8-chloro-1,6-dimethyl-1,6-dihydro-2H-pyrido[3',2':6,7]azepino[4,3,2-cd]isoindol-2-one ClC=1C=CC=2C=C3N(C(C=4C=CC=C(C34)N(C2N1)C)=O)C